ClC=1C=C2C(=NC1)[C@]1([C@@](O2)([C@@H]([C@H]([C@@H]1C#N)C(=O)N)C1=CC=CC=C1)C1=CC=C(C=C1)C#N)O |r| rac-(5aR,6S,7R,8R,8aR)-3-chloro-8-cyano-5a-(4-cyanophenyl)-8a-hydroxy-6-phenyl-5a,7,8,8a-tetrahydro-6H-cyclopenta[4,5]furo[3,2-b]pyridine-7-carboxamide